2-(4-(1H-imidazol-1-yl)phenyl)-4-((4-(4-(difluoromethoxy)phenyl)piperidin-1-yl)methyl)-5-methyloxazole N1(C=NC=C1)C1=CC=C(C=C1)C=1OC(=C(N1)CN1CCC(CC1)C1=CC=C(C=C1)OC(F)F)C